dibenzo[d,f][1,3,2]dioxaphosphepine-6-oxide C1=CC=CC=2OP(OC3=C(C21)C=CC=C3)=O